5-[4-amino-5-(trifluoromethyl)pyrrolo[2,1-f][1,2,4]triazin-7-yl]-N-[(3R,4S)-4-fluoro-1-(1-methyl-1H-imidazole-4-carbonyl)pyrrolidin-3-yl]-2-methylbenzamide NC1=NC=NN2C1=C(C=C2C=2C=CC(=C(C(=O)N[C@@H]1CN(C[C@@H]1F)C(=O)C=1N=CN(C1)C)C2)C)C(F)(F)F